(4-fluoro-2-methoxy-5-nitrophenyl)-4-(1H-indazol-1-yl)pyrimidin-2-amine FC1=CC(=C(C=C1[N+](=O)[O-])C=1C(=NC(=NC1)N)N1N=CC2=CC=CC=C12)OC